zinc (2,4-difluoro-5-(trifluoromethyl)phenyl) chloride FC1=C(C=C(C(=C1)F)C(F)(F)F)Cl.[Zn]